[Si](C1=CC=CC=C1)(C1=CC=CC=C1)(C(C)(C)C)O[C@H]1[C@](C[C@]2(CNC(O2)=O)CC1)(C)CN1C=NC2=C1C=C(C=C2)C#N |r| (+/-)-(+/-)-rac-1-(((5S,7S,8R)-8-((tert-Butyldiphenylsilyl)oxy)-7-methyl-2-oxo-1-oxa-3-azaspiro[4.5]decan-7-yl)methyl)-1H-benzo[d]imidazole-6-carbonitrile